N1(C=NC=C1)C1=CC(=NC=N1)N1C(N(CC1)C1=NC(=CC=C1)C1=NN=CN1C(C)C)=O 1-(6-(1H-imidazol-1-yl)pyrimidin-4-yl)-3-(6-(4-isopropyl-4H-1,2,4-triazol-3-yl)pyridin-2-yl)imidazolidin-2-one